(R)-1-(4-(cyanomethyl)piperidin-1-yl)-2-(1-hydroxyethyl)imidazo[4,5-d]pyrrolo[2,3-b]pyridine C(#N)CC1CCN(CC1)N1[C@@H](N=C2C1=C1C(N=C2)=NC=C1)C(C)O